3-bromobenzo[d]isothiazole BrC1=NSC2=C1C=CC=C2